CN1C(C=2N(CC1)N=C(C2)C(=O)OCC)=O ethyl 5-methyl-4-oxo-4,5,6,7-tetrahydropyrazolo[1,5-a]pyrazine-2-carboxylate